pentyl 5-((2-hydroxyethyl)(6-((3-octylundec-2-enoyl)oxy)hexyl)amino)dodecanoate OCCN(C(CCCC(=O)OCCCCC)CCCCCCC)CCCCCCOC(C=C(CCCCCCCC)CCCCCCCC)=O